6-(5-amino-1,3-benzooxazol-2-yl)-2-methyl-2,3-dihydropyridazin-3-one NC=1C=CC2=C(N=C(O2)C=2C=CC(N(N2)C)=O)C1